7-(azidomethyl)-4-bromo-5-fluoro-1H-indole N(=[N+]=[N-])CC=1C=C(C(=C2C=CNC12)Br)F